[Na+].C[N+]1=CNC=2N=CNC(C12)=O 7-methyl-6-oxo-6,9-dihydro-1H-purin-7-ium sodium salt